2-(2-(4-Ethylthiazol-2-yl)isoindolin-5-yl)benzonitrile C(C)C=1N=C(SC1)N1CC2=CC=C(C=C2C1)C1=C(C#N)C=CC=C1